C(C)(C)(C)OC(=O)N1[C@H](CC(=CC1)C1=NC=C(C=N1)N1CCC1)C (S)-4-(5-(azetidin-1-yl)pyrimidin-2-yl)-2-methyl-3,6-dihydropyridine-1(2H)-carboxylic acid tert-butyl ester